Boc-N-(3-aminopropyl)diethanolamine C(=O)(OC(C)(C)C)C(N(CCO)CCCN)CO